C(C)(C)(C)C1=CC=2C(=NC(=CN2)[C@@H]2CCC[C@H]([C@@H](N2)CO)OC)N1C [(2S,3R,7S)-7-(6-tert-Butyl-5-methyl-pyrrolo[2,3-b]pyrazin-3-yl)-3-methoxy-azepan-2-yl]methanol